1-benzyl-3-[3-(dibenzylamino)-2-fluoro-4-nitrophenyl]pyrrolidine-3-carboxylic acid tert-butyl ester C(C)(C)(C)OC(=O)C1(CN(CC1)CC1=CC=CC=C1)C1=C(C(=C(C=C1)[N+](=O)[O-])N(CC1=CC=CC=C1)CC1=CC=CC=C1)F